(S)-6-bromo-2-(4-(3-hydroxypropyl)-2,2-dimethylpyrrolidin-1-yl)nicotinamide BrC1=NC(=C(C(=O)N)C=C1)N1C(C[C@@H](C1)CCCO)(C)C